FC(C1OC2=C(C(=NC(=C2)SC)C2=CN(C3=CN=C(C=C32)NC(C)=O)C)OC1)F N-(3-(2-(difluoromethyl)-7-(methylthio)-2,3-dihydro-[1,4]dioxino[2,3-c]pyridin-5-yl)-1-methyl-1H-pyrrolo[2,3-c]pyridin-5-yl)acetamide